2-bromo-p-nitroacetophenone BrCC(=O)C1=CC=C(C=C1)[N+](=O)[O-]